CC=1C=C(COC2=C(C(=O)NC=3C=NC=CC3)C=CC=C2)C=CC1 2-((3-methyl)benzyloxy)-N-(pyridin-3-yl)benzamide